isatin-imine N1C(=O)C(=O)C2C(C=CC=C12)=N